4-(6-(4-acrylamidophenyl)-4-aminopyrazolo[5,1-f][1,2,4]triazin-5-yl)-N-((1-cyanocyclopropyl)methyl)-2-methoxybenzamide C(C=C)(=O)NC1=CC=C(C=C1)C1=NN2N=CN=C(C2=C1C1=CC(=C(C(=O)NCC2(CC2)C#N)C=C1)OC)N